9,9-dihexylfluorene-2,7-bis(boronic acid pinacol ester) C(CCCCC)C1(C2=CC(=CC=C2C=2C=CC(=CC12)B1OC(C)(C)C(C)(C)O1)B1OC(C)(C)C(C)(C)O1)CCCCCC